(R)-(4-(4-(difluoromethoxy)pyrazolo[1,5-a]pyridin-2-yl)-6,7-dihydro-1H-imidazo[4,5-c]pyridin-5(4H)-yl)(5-(1-(difluoromethyl)-1H-pyrazol-3-yl)-1,3,4-oxadiazol-2-yl)methanone FC(OC=1C=2N(C=CC1)N=C(C2)[C@@H]2N(CCC1=C2N=CN1)C(=O)C=1OC(=NN1)C1=NN(C=C1)C(F)F)F